FC(CCS(=O)(=O)NC1=NC=C(C=C1C)C1=CC2=C(N=C(N=C2)N[C@@H]2CNC[C@H](C2)F)N(C1=O)C(C)C)(F)F 3,3,3-trifluoro-N-(5-(2-(((3S,5S)-5-fluoropiperidin-3-yl)amino)-8-isopropyl-7-oxo-7,8-dihydropyrido[2,3-d]pyrimidin-6-yl)-3-methylpyridin-2-yl)propane-1-sulfonamide